vanillin-HCL Cl.O=CC1=CC(OC)=C(O)C=C1